1-vinyl-3-octyl-imidazole bromine salt [Br].C(=C)N1CN(C=C1)CCCCCCCC